2-[(1S)-1-cyclopropylethyl]-5-(4-methyl-2-{[6-(2-oxopyrrolidin-1-yl)pyridin-2-yl]amino}-1,3-thiazol-5-yl)-7-(methylsulfonyl)-2,3-dihydro-1H-isoindol-1-one C1(CC1)[C@H](C)N1C(C2=C(C=C(C=C2C1)C1=C(N=C(S1)NC1=NC(=CC=C1)N1C(CCC1)=O)C)S(=O)(=O)C)=O